(7-benzothien-2-yl-naphthalen-2-yl)-(4-benzothiazol-2-yl-phenyl)-(4-benzoxazol-2-yl-phenyl)amine S1C(=CC2=C1C=CC=C2)C2=CC=C1C=CC(=CC1=C2)N(C2=CC=C(C=C2)C=2OC1=C(N2)C=CC=C1)C1=CC=C(C=C1)C=1SC2=C(N1)C=CC=C2